[Si](C)(C)(C(C)(C)C)OC1(CCCCC1)CN1N=CN=C1CNC(=O)NCC1=NC(=NN1C1=CC(=C(C=C1)Cl)F)C [1-({1-[(tert-butyldimethylsilyl)oxy]cyclohexyl-methyl}-1H-1,2,4-triazol-5-yl)methyl]-3-{[1-(4-chloro-3-fluorophenyl)-3-methyl-1H-1,2,4-triazol-5-yl]methyl}urea